tetraethyl-ammonium monoethyl-carbonate C(C)OC([O-])=O.C(C)[N+](CC)(CC)CC